[O-2].[Mn+2].[Ni+2].[K+] Potassium nickel manganese oxide